3-(4-((3,5-dichloro-4-(3-chloro-2-hydroxypropoxy)phenyl)sulfonyl)phenoxy)propane-1,2-diol ClC=1C=C(C=C(C1OCC(CCl)O)Cl)S(=O)(=O)C1=CC=C(OCC(CO)O)C=C1